COC(=O)C1(OC(C1)C)C1=CC(=CC=C1)Br 2-(3-bromophenyl)-4-methyl-oxetane-2-carboxylic acid methyl ester